Cl.NCCOCCOCCOCCOCCC(NCCOCCOCCOCCOCCC(=O)OC(C)(C)C)=O tert-butyl 1-amino-15-oxo-3,6,9,12,19,22,25,28-octaoxa-16-azahentriacontan-31-oate HCl salt